C(C)N(CC)S(F)(F)F (diethylamino)sulfur trifluorid